(piperazin-1-yl)-carboxylic acid N1(CCNCC1)C(=O)O